N-(prop-2-yn-1-yl)-4-(8,9,10,11-tetrahydro-3H-pyrazolo[4,3-a]phenanthridin-7-yl)benzamide C(C#C)NC(C1=CC=C(C=C1)C1=NC2=CC=C3C(=C2C=2CCCCC12)C=NN3)=O